BrC=1C=CC(=NC1)[C@H]1N([C@@H](CC2=C3C(=CC=C12)N(N=C3)C3OCCCC3)C)CC3(CC3)F (6S,8R)-6-(5-bromopyridin-2-yl)-7-((1-fluorocyclopropyl)methyl)-8-methyl-3-(tetrahydro-2H-pyran-2-yl)-6,7,8,9-tetrahydro-3H-pyrazolo[4,3-f]isoquinoline